4,5-dihydro-1,2-oxaazepin O1N=CCCC=C1